C(C)(C)(C)OC([C@H](CCC(=O)O)NC(=O)OCC1C2=CC=CC=C2C=2C=CC=CC12)=O (4S)-5-t-butoxy-4-(9H-fluoren-9-ylmethoxycarbonylamino)-5-oxo-pentanoic acid